CC(C)C[C@@H](C(=O)N[C@@H](CC1=CC=C(C=C1)O)C(=O)N[C@@H](CCC(=O)O)C(=O)N[C@@H](CC(=O)N)C(=O)N[C@@H](CCCCN)C(=O)N2CCC[C@H]2C(=O)N[C@@H](CCCN=C(N)N)C(=O)O)NC(=O)[C@@H]3CCC(=O)N3 The molecule is an 8 amino acid peptide fragment of neurotensin. It has a role as a human metabolite. It is a tautomer of a neurotensin (1-8) dizwitterion.